NC1=NC=CC(=C1)C=1OC=C(N1)C(=O)NC=1C(=CC2=C(CC(O2)(C)C)C1)C1=CC(=NC=C1)C 2-(2-Aminopyridin-4-yl)-N-(2,2-dimethyl-6-(2-methylpyridin-4-yl)-2,3-dihydrobenzofuran-5-yl)oxazole-4-carboxylic acid amide